FC(C1NCCC(C1)C(=O)N)(F)F 2-(trifluoromethyl)piperidine-4-carboxamide